7-(4-chlorophenyl)-5-(1-(4-chlorophenyl)propan-2-yl)-2-methylthiazolo[4,5-d]pyridazin-4(5H)-one ClC1=CC=C(C=C1)C=1C2=C(C(N(N1)C(CC1=CC=C(C=C1)Cl)C)=O)N=C(S2)C